3-amino-N-((R)-7-((3S,4S)-3-amino-4-fluoropyrrolidin-1-yl)chroman-3-yl)-6-methylthieno[2,3-b]pyridine-2-carboxamide NC1=C(SC2=NC(=CC=C21)C)C(=O)N[C@H]2COC1=CC(=CC=C1C2)N2C[C@@H]([C@H](C2)F)N